C1(CC1)OC1=NN(C=C1NC=1N=CC2=C(N1)N(C(=C2)C#N)[C@H]2COC[C@@H]2C)C(C(F)F)C 2-((3-cyclopropoxy-1-(1,1-difluoropropan-2-yl)-1H-pyrazol-4-yl)amino)-7-((3r,4r)-4-methyltetrahydrofuran-3-yl)-7H-pyrrolo[2,3-d]pyrimidine-6-carbonitrile